2-[4-(3-fluoro-N,4-dimethylanilino)phenoxy]pyrido[3,4-d]pyrimidin-4-ol FC=1C=C(N(C)C2=CC=C(OC=3N=C(C4=C(N3)C=NC=C4)O)C=C2)C=CC1C